amino-2-(4-((5-isopropyl-6-oxo-1,6-dihydropyridin-3-yl)methyl)-3,5-dimethylphenyl)-1,2,4-triazine-3,5(2H,4H)-dione NN1C(N(N=CC1=O)C1=CC(=C(C(=C1)C)CC1=CNC(C(=C1)C(C)C)=O)C)=O